4-methyl-2-phenylpyridine CC1=CC(=NC=C1)C1=CC=CC=C1